3-[4-[[[2R,4S]-4-Methoxy-1-methyl-pyrrolidin-2-yl]methoxy]anilino]-5-methyl-6-(1-methylbenzimidazol-4-yl)pyrazine-2-carboxamide CO[C@H]1C[C@@H](N(C1)C)COC1=CC=C(NC=2C(=NC(=C(N2)C)C2=CC=CC=3N(C=NC32)C)C(=O)N)C=C1